FC1=CC=C(C=C1)C1=NC(=CC=C1/C=C/C(=O)NC1=CC=CC=2NC(NC21)=O)C(F)(F)F (E)-3-(2-(4-Fluorophenyl)-6-(trifluoromethyl)pyridin-3-yl)-N-(2-oxo-2,3-dihydro-1H-benzo[d]imidazol-4-yl)acrylamid